tert-butyl (S)-4-(4-nitro-1H-pyrazol-1-yl)azepane-1-carboxylate [N+](=O)([O-])C=1C=NN(C1)[C@@H]1CCN(CCC1)C(=O)OC(C)(C)C